tert-butyl (1-{[2-(dimethylamino)ethyl]carbamoyl}azetidin-3-yl)carbamate CN(CCNC(=O)N1CC(C1)NC(OC(C)(C)C)=O)C